(2e)-3-(4-((1e)-1,2-diphenyl-but-1-enyl)phenyl)acrylic acid C1(=CC=CC=C1)/C(=C(/CC)\C1=CC=CC=C1)/C1=CC=C(C=C1)/C=C/C(=O)O